C(CCCCC)(=O)[Na].[Na] sodium caproyl-sodium salt